C(C)(C)NC=1N=C(C2=C(N1)N=CC=C2)NCC2=CC=C(C=C2)C(F)(F)F N2-isopropyl-N4-(4-(trifluoromethyl)benzyl)pyrido[2,3-d]pyrimidine-2,4-diamine